o-aminobenzenesulfonamide, imidazolium salt N1C=[NH+]C=C1.NC1=C(C=CC=C1)S(=O)(=O)[NH-]